tert-butyl 3-[7-[[(1R)-1-[3-(difluoromethyl)-2-fluoro-phenyl]ethyl]carbamoyl]-1H-indazol-5-yl]pyrrolidine-1-carboxylate FC(C=1C(=C(C=CC1)[C@@H](C)NC(=O)C=1C=C(C=C2C=NNC12)C1CN(CC1)C(=O)OC(C)(C)C)F)F